ClC1=CC=C(C=C1)[C@@]1(N(C(C2=CC(=CC=C12)C(C)(C)O)=O)CC1=NC=C(N=C1)C)OCC1(CC1)CO (3R)-3-(4-Chlorophenyl)-3-{[1-(hydroxymethyl)cyclopropyl]methoxy}-6-(2-hydroxypropan-2-yl)-2-[(5-methylpyrazin-2-yl)methyl]-2,3-dihydro-1H-isoindol-1-on